((5-cyano-4-(1-(2-hydroxy-2-methylpropyl)-1H-pyrazol-4-yl)pyrimidin-2-yl)amino)-3-fluorobenzenesulfonamide C(#N)C=1C(=NC(=NC1)NC1=C(C=CC=C1F)S(=O)(=O)N)C=1C=NN(C1)CC(C)(C)O